tri(nonylphenol) phosphite P(O)(O)O.C(CCCCCCCC)C1=C(C=CC=C1)O.C(CCCCCCCC)C1=C(C=CC=C1)O.C(CCCCCCCC)C1=C(C=CC=C1)O